C(C)(C)[Si](OCC1=CC=C(C=C1)CC(=O)O)(C(C)C)C(C)C 2-(4-(((triisopropylsilyl)oxy)methyl)phenyl)acetic acid